C(CCCCCCCCCCC)OC1=CC=C(C=C1)S(=O)(=O)C=1C=NC2=CC=C(C=C2C1N1CCC(CC1)N1CCC(CC1)N1C[C@H](CCC1)O)[S@](=O)C (S)-1''-(3-((4-(dodecyloxy)phenyl)sulfonyl)-6-((R)-methylsulfinyl)quinolin-4-yl)-[1,4':1',4''-terpiperidin]-3-ol